FC(C1=CC=C(C=C1)C=1C=C2CCC(C2=CC1)NC(O[C@@H]1CN2CCC1CC2)=O)(F)F (S)-quinuclidin-3-yl (5-(4-(trifluoromethyl)phenyl)-2,3-dihydro-1H-inden-1-yl)carbamate